N[C@H]1[C@@H](CN(CC1)C1=C(C=NC2=CC=C(C=C12)C1=C(C(=CC=C1)C#N)CNC([O-])=O)C1=CC(=CC(=C1)C)F)OC N-(2-{4-[trans-4-Amino-3-methoxypiperidin-1-yl]-3-(3-fluoro-5-methylphenyl)chinolin-6-yl}-6-cyanophenyl)methylcarbamat